NCC1=C(C=C(C=C1)NC(=O)N[C@@H](C(F)(F)F)C=1OC2=C(C1C)C=C(C=C2F)F)C 1-[4-(aminomethyl)-3-methylphenyl]-3-[(1R)-1-(5,7-difluoro-3-methyl-1-benzofuran-2-yl)-2,2,2-trifluoroethyl]urea